CC(C=C)N1C(C2=CC=CC=C2C1=O)=O 2-(but-3-en-2-yl)isoindole-1,3-dione